N[C@@H](CO)C1=CC=C(C=C1)C1=NC=CN=C1C (R)-2-amino-2-(4-(3-methylpyrazin-2-yl)phenyl)ethan-1-ol